(2S)-N-[(4-carbamimidoylthiophen-2-yl)methyl]-1-{2-[(4-hexylphenyl)formamido]acetyl}pyrrolidine-2-carboxamide C(N)(=N)C=1C=C(SC1)CNC(=O)[C@H]1N(CCC1)C(CNC(=O)C1=CC=C(C=C1)CCCCCC)=O